N(=[N+]=[N-])CC=1C=NC(=NC1)SC[Si](O[Si](C)(C)CCCNC(OCC1C2=CC=CC=C2C=2C=CC=CC12)=O)(C)C (9H-fluoren-9-yl)methyl (3-(3-(((5-(azidomethyl)pyrimidin-2-yl)thio)methyl)-1,1,3,3-tetramethyldisiloxanyl)propyl)carbamate